tert-butyl (S)-(1-(5-((4,4-difluorocyclohexyl)carbamoyl)-3-(3-(difluoromethoxy)-5-fluorophenyl)-2-methylpyridin-4-yl)-3-methylpyrrolidin-3-yl)carbamate FC1(CCC(CC1)NC(=O)C=1C(=C(C(=NC1)C)C1=CC(=CC(=C1)F)OC(F)F)N1C[C@@](CC1)(C)NC(OC(C)(C)C)=O)F